glycerol tris(hydroxystearate) OC(C(=O)OCC(OC(C(CCCCCCCCCCCCCCCC)O)=O)COC(C(CCCCCCCCCCCCCCCC)O)=O)CCCCCCCCCCCCCCCC